C(C)(C)(C)OC(=O)N1CCC(CC1)[C@H](C1=CC=CC=C1)N1N=C(N=N1)C (R)-4-((5-methyl-2H-tetrazol-2-yl)(phenyl)methyl)piperidine-1-carboxylic acid tert-butyl ester